BrC1=CC=C(C=C1)[C@H](C(F)(F)F)N(C(=O)C1CCSCC1)C N-[(1R)-1-(4-bromophenyl)-2,2,2-trifluoro-ethyl]-N-methyl-tetrahydrothiopyran-4-carboxamide